BrC1=CC=C2C(CCC(C2=C1)O)(C)C 7-bromo-4,4-dimethyl-1,2,3,4-tetrahydronaphthalen-1-ol